(3S,4S)-3-methyl-8-(8-(thieno[2,3-b]pyridin-4-ylthio)imidazo[1,2-c]pyrimidin-5-yl)-2-oxa-8-azaspiro[4.5]decan-4-amine C[C@@H]1OCC2([C@@H]1N)CCN(CC2)C2=NC=C(C=1N2C=CN1)SC1=C2C(=NC=C1)SC=C2